tert-butyl (R)-(4-(3-amino-4-carbamoyl-2-fluoro-6-iodophenyl)-3-cyano-7-fluorobenzo[b]thiophen-2-yl)carbamate NC=1C(=C(C(=CC1C(N)=O)I)C1=CC=C(C=2SC(=C(C21)C#N)NC(OC(C)(C)C)=O)F)F